1-methoxy-1,1-dimethylpropyl-cyclohexane COC(C(C)C1CCCCC1)(C)C